2-[1-Tert-butoxycarbonyl-4-[3-[1-(2,6-dioxo-3-piperidyl)-3-methyl-2-oxo-benzimidazol-5-yl]propyl]-4-piperidyl]acetic acid C(C)(C)(C)OC(=O)N1CCC(CC1)(CCCC1=CC2=C(N(C(N2C)=O)C2C(NC(CC2)=O)=O)C=C1)CC(=O)O